NCC=CC=1C(NC(N([C@H]2[C@H](O)[C@H](O)[C@@H](CO)O2)C1)=O)=O 5-aminopropenyl-uridine